C(CCC)OCCOCCO Diethylenglycol Monobutyl ether